[3-(4-aminocinnolin-7-yl)-4-methoxy-5-(oxan-4-yl)phenyl]boronic acid NC1=CN=NC2=CC(=CC=C12)C=1C=C(C=C(C1OC)C1CCOCC1)B(O)O